4-{3-[4-(cyclopropylmethoxy)-3-methoxybenzyl]-7-fluoro-6-[2-fluoro-1-(fluoromethyl)ethoxy]-2,4-dioxo-3,4-dihydroquinazolin-1(2H)-yl}piperidine-1-carbaldehyde C1(CC1)COC1=C(C=C(CN2C(N(C3=CC(=C(C=C3C2=O)OC(CF)CF)F)C2CCN(CC2)C=O)=O)C=C1)OC